C1=CC=CC=2C3=CC=CC=C3C(C12)COC(=O)N[C@H](C(=O)NC(C(=O)O)C)CNC(=O)OC(C)(C)C 2-((S)-2-((((9H-fluoren-9-yl)methoxy)carbonyl)amino)3-((tert-butoxycarbonyl)amino)-propanamido)propanoic acid